3-[3-(azetidin-3-yl)piperidin-1-yl]-1-methylcyclobutane-1-carboxylic acid N1CC(C1)C1CN(CCC1)C1CC(C1)(C(=O)O)C